CN=[S@@](=O)(C)C=1C=C(C=CC1)NC(C1=C(N=CC(=C1C)C(F)(F)F)OC=1C(=NC(=CC1)F)C)=O (R)-N-(3-(N,S-dimethylsulfonimidoyl)phenyl)-2-((6-fluoro-2-methylpyridin-3-yl)oxy)-4-methyl-5-(trifluoromethyl)nicotinamide